ClC(C(=O)N1CCN(CC1)C1=NC(=NC2=C(C(=C(C=C12)Cl)C1=CC(=CC2=CC=CC=C12)O)F)OCCN1CCOCC1)=C 2-chloro-1-(4-(6-chloro-8-fluoro-7-(3-hydroxy-naphthalen-1-yl)-2-(2-morpholino-ethoxy)quinazolin-4-yl)piperazin-1-yl)prop-2-en-1-one